OCC1=CC(=C(C(=C1)OC)C(\C=C\C1=CC=C(C=C1)C)=O)OC (E)-1-[4-(Hydroxymethyl)-2,6-dimethoxyphenyl]-3-(4-methylphenyl)prop-2-en-1-one